2-(5-{[(oxacyclopent-3-yl)oxy]methyl}-1,3,4-thiadiazol-2-yl)-5-[4-(trifluoromethoxy)benzene-1-sulfonyl]pyridin-3-amine O1CC(CC1)OCC1=NN=C(S1)C1=NC=C(C=C1N)S(=O)(=O)C1=CC=C(C=C1)OC(F)(F)F